CC=1C(=NN(C1)COCC[Si](C)(C)C)[C@@H]1[C@@H](NCCC1)COC1CCN(CC1)C(=O)OC(C)(C)C tert-butyl 4-(((CIS)-3-(4-methyl-1-((2-(trimethylsilyl)ethoxy)methyl)-1H-pyrazol-3-yl)piperidin-2-yl)methoxy)piperidine-1-carboxylate